2-bromo-6,6-dimethyl-5,5a,6,12-tetrahydroindolo[2,1-b]quinazolin-12-one BrC=1C=C2C(N3C(NC2=CC1)C(C1=CC=CC=C13)(C)C)=O